1-(5-(6-methoxypyridin-3-yl)pyrazolo[1,5-A]pyridin-2-yl)-3-(2-((1-methyl-1H-pyrazol-4-yl)oxy)ethyl)urea COC1=CC=C(C=N1)C1=CC=2N(C=C1)N=C(C2)NC(=O)NCCOC=2C=NN(C2)C